2-chloro-N-(1-(3-(trifluoromethoxy)phenyl)-1H-imidazol-4-yl)pyrrolo[2,1-f][1,2,4]triazin-4-amine ClC1=NN2C(C(=N1)NC=1N=CN(C1)C1=CC(=CC=C1)OC(F)(F)F)=CC=C2